CC(CCO)C(CCCC)O 3-methyl-1,4-octanediol